OC(CS(=O)(=O)[O-])C 2-hydroxy-1-propane-sulfonate